C(C)(C)(C)C1=CC=C(C=C1)N(C(=O)[C@@H]1NCCC1)C(C(=O)NC=1C=NC(=CC1)OC)C=1C=NC=CC1 (2R)-N-(4-(tert-butyl)phenyl)-N-(2-((6-methoxypyridin-3-yl)amino)-2-oxo-1-(pyridin-3-yl)ethyl)pyrrolidine-2-carboxamide